NC1=CC(=C(OC=2C=C(C(=CC2)C2=CC=C(C=C2)OC2=C(C=C(C=C2)N)C(F)(F)F)S)C=C1)C(F)(F)F 4,4'-bis(4-amino-2-trifluoromethylphenoxy)biphenylthiol